C(C)OC(COC1=C(C=CC=C1)S(=O)(=O)CP(=O)(OCC)OCC)=O (((diethoxyphosphoryl)methylsulfonyl)phenoxy)acetic acid ethyl ester